2-hydroxy-4-(N-isobutyl-4-phenoxyphenylsulfonamido)benzoic acid OC1=C(C(=O)O)C=CC(=C1)N(S(=O)(=O)C1=CC=C(C=C1)OC1=CC=CC=C1)CC(C)C